N-(6-amino-5-ethylpyridin-3-yl)-2-((2R,5S)-5-methyl-2-(2-(morpholinomethyl)benzo[d]thiazol-5-yl)piperidin-1-yl)-2-oxoacetamide NC1=C(C=C(C=N1)NC(C(=O)N1[C@H](CC[C@@H](C1)C)C=1C=CC2=C(N=C(S2)CN2CCOCC2)C1)=O)CC